CN(C)CC1=C(C(OC2=C1C=CC=C2)=O)CC2=C(C(=CC=C2)CO)F 4-((dimethylamino)methyl)-3-(2-fluoro-3-(hydroxymethyl)benzyl)-2-oxo-2H-benzopyran